C(CCC)[C@H]1N(S(C2=C(N(C1)C1=CC=CC=C1)C=C(C(=C2)CSC(C(=O)O)(C)C)OC)(=O)=O)C |r| racemic-2-(((3-butyl-7-methoxy-2-methyl-1,1-dioxido-5-phenyl-2,3,4,5-tetrahydro-1,2,5-benzothiadiazepin-8-yl)methyl)thio)-2-methylpropanoic acid